2-hydroxy-N'-(2-hydroxybenzoyl)benzoyl-hydrazine OC1=C(C(=O)NNC(C2=C(C=CC=C2)O)=O)C=CC=C1